C(C=C)(=O)NC=1C(=CC(=C(C1)NC1=CC(=NC=N1)N1OCC[C@@H]1C=1C=C(C(=O)OC(C)C)C=CC1)OC)N1CCOCC1 isopropyl (R)-3-(2-(6-((5-acrylamido-2-methoxy-4-morpholinophenyl)amino)pyrimidin-4-yl)isoxazolidin-3-yl)benzoate